[Pd+2].C(C)(=O)O acetic acid palladium(II)